P(O)(=O)(OP(=O)(O)OP(=O)(O)O)OC[C@@H]1[C@H]([C@]([C@@H](O1)C1=CNC(=O)NC1=O)(O)OC)O 2'-methoxy-pseudouridine triphosphate